6-(2-hydroxyethoxy)-4-(6-(6-((6-methoxypyridin-3-yl)methyl)-3,6-diazabicyclo[3.1.1]hept-3-yl)pyridin-3-yl)pyrazolo[1,5-a]pyridine-3-carbonitrile OCCOC=1C=C(C=2N(C1)N=CC2C#N)C=2C=NC(=CC2)N2CC1N(C(C2)C1)CC=1C=NC(=CC1)OC